tetrabromophthalic bis(2-ethylhexyl) ester C(C)C(COC(C=1C(C(=O)OCC(CCCC)CC)=C(C(=C(C1Br)Br)Br)Br)=O)CCCC